COC(=O)C1=C(NC(=C1)C1=C2C(=NC=C1)N(C=C2)S(=O)(=O)C2=CC=CC=C2)C2=CC(=C(C=C2)F)F Methyl-2-(3,4-difluorophenyl)-5-[1-(phenylsulfonyl)-1H-pyrrolo[2,3-b]pyridin-4-yl]-1H-pyrrole-3-carboxylate